NC1=C(C=CC=C1)C=1NOC(N1)=O 3-(2-aminophenyl)-2H-1,2,4-oxadiazol-5-one